[(13Z)-33-methyl-21-oxo-8,9,10,22-tetrazahexacyclo[20.5.3.217,20.13,7.06,10.025,29]tritriaconta-1(27),3(33),4,6,8,13,17,19,25,28,31-undecaen-2-yl]acetic acid CC=1C2=C3C=CC1C(C1=CC=C4CCN(C(C5=CC=C(CC\C=C/CCN3N=N2)C=C5)=O)CC4=C1)CC(=O)O